C(C)C(C(C(C(=O)O)(CC)CC)(O)C(=O)O)C(=O)O.OC(CC(=O)OCC)(CC(=O)OCC)C(=O)OCC triethyl 2-hydroxypropane-1,2,3-tricarboxylate (triethyl citrate)